The molecule is a dihydroxy monocarboxylic acid that is the (5S,8R)-dihydroxy derivative of linoleic acid. It is an octadecanoid and a dihydroxy monocarboxylic acid. It derives from a linoleic acid. It is a conjugate acid of a 5(S),8(R)-DiHODE(1-). CCCCC/C=C\\C/C=C\\[C@@H](CC[C@H](CCCC(=O)O)O)O